FC1=CC=CC=2C(=NC(OC21)(CCCCC)C)O 8-fluoro-2-methyl-2-pentyl-2H-benzo[e][1,3]oxazin-4-ol